(tridecane-6,8-dione) iron [Fe].CCCCCC(CC(CCCCC)=O)=O